bromo-2-hydroxy-3-phenoxypropyl methacrylate C(C(=C)C)(=O)OCC(C(OC1=CC=CC=C1)Br)O